3-[5-[1-([4-[6-(azetidin-1-yl)-2-methyl-1-oxo-2,7-naphthyridin-4-yl]-2,6-dimethoxyphenyl]methyl)piperidin-4-yl]-1-hydroxy-3-oxo-1H-isoindol-2-yl]piperidin-2,6-dione N1(CCC1)C=1C=C2C(=CN(C(C2=CN1)=O)C)C1=CC(=C(C(=C1)OC)CN1CCC(CC1)C=1C=C2C(N(C(C2=CC1)O)C1C(NC(CC1)=O)=O)=O)OC